ClC1=C(C=C(C=C1N)C)N(C1=NC=CC=C1C(F)(F)F)C 2-chloro-N1,5-dimethyl-N1-(3-(trifluoromethyl)pyridin-2-yl)benzene-1,3-diamine